ditriphenyl-phosphoranyltrifluoroammonium acetate C(C)(=O)[O-].C1(=CC=CC=C1)P([N+](F)(F)F)(C1=CC=CC=C1)C1=CC=CC=C1.C1(=CC=CC=C1)P([N+](F)(F)F)(C1=CC=CC=C1)C1=CC=CC=C1.C(C)(=O)[O-]